CC1=C(C=C(C=C1)C1=CC=C2C=NC(=NC2=C1)NC)NC(C=C)=O N-{2-methyl-5-[2-(methylamino)quinazolin-7-yl]phenyl}prop-2-enamide